[Cl-].C(CCCCCCC\C=C/CCCCCCCC)OC(C(C)OCCCCCCCC\C=C/CCCCCCCC)[N+](C)(C)C (1,2-dioleyloxypropyl)trimethyl-ammonium chloride